5-chloro-N-[(3R)-1-(3-oxazol-2-ylpropyl)-3-piperidyl]oxazolo[4,5-b]pyridin-2-amine ClC1=CC=C2C(=N1)N=C(O2)N[C@H]2CN(CCC2)CCCC=2OC=CN2